C(C)N1N=C(C=C1C(=O)Cl)C 1-ethyl-3-methyl-1H-pyrazole-5-carbonyl chloride